OCCCOC(CC)(C1=CC=CC=C1)OCCCO bishydroxypropoxyphenyl-propane